FC(C(=O)O)(F)F.FC1=CC(=CC2=CN(N=C12)C)NC(=O)C=1C=CC(=C2C1N=C(S2)OC)N2CC(C2)CNC N-(7-fluoro-2-methyl-2H-indazol-5-yl)-2-methoxy-7-(3-((methylamino)methyl)azetidin-1-yl)benzo[d]thiazole-4-carboxamide 2,2,2-trifluoroacetate